monoundecyl phosphite P(OCCCCCCCCCCC)([O-])[O-]